C(C)(C)(C)N(C(O)=O)[C@H](CO)C1CC(C1)(F)F.CC=1C=C(C=C([C@H]([C@H]([C@@H]([C@H](C(O)=CC2=CC(=C(C=C2)C)C)O)O)O)O)O)C=CC1C bis(3,4-dimethylbenzylidene)sorbitol tert-butyl-N-[(1S)-1-(3,3-difluorocyclobutyl)-2-hydroxyethyl]carbamate